2-(2-((5-(1-aminoisoquinolin-7-yl)-1-cyclopropyl-1H-indazol-3-yl)methoxy)-4-methoxyphenyl)acetic acid NC1=NC=CC2=CC=C(C=C12)C=1C=C2C(=NN(C2=CC1)C1CC1)COC1=C(C=CC(=C1)OC)CC(=O)O